C(C)(C)(C)N1CC(C2=CC=CC=C12)C(=O)NN tert-butyl-3-(hydrazinecarbonyl)indoline